IC1=CN(C2=NC(=CC=C21)C=O)C 3-iodo-1-methyl-pyrrolo[2,3-b]pyridine-6-carbaldehyde